2,4,6-triphenyl-phenoxide C1(=CC=CC=C1)C1=C([O-])C(=CC(=C1)C1=CC=CC=C1)C1=CC=CC=C1